((2R,4R)-4-((ethylamino)methyl)-4-hydroxytetrahydrofuran-2-yl)((S)-1-(4-fluorophenyl)-3,4-dihydroisoquinolin-2(1H)-yl)methanone C(C)NC[C@@]1(C[C@@H](OC1)C(=O)N1[C@H](C2=CC=CC=C2CC1)C1=CC=C(C=C1)F)O